C(C)C1=C(N=C2N1C=CC(=C2)C(=O)OC)C=O methyl 3-ethyl-2-formylimidazo[1,2-a]pyridine-7-carboxylate